N-(2-chlorobenzo[d]thiazol-6-yl)methanesulfonamide ClC=1SC2=C(N1)C=CC(=C2)NS(=O)(=O)C